C(CCCCCCC)C(=C)CCCCCCCC 2-n-octyl-1-decene